FC1=CC(=C(C=C1)N1C(C(=CC=C1)C(=O)NC1=CC=C(C=C1)OC1=CC=CC=C1)=O)N1CCOCC1 1-[4-fluoro-2-(morpholin-4-yl)phenyl]-2-oxo-N-(4-phenoxyphenyl)-1,2-dihydropyridine-3-carboxamide